2-(2-benzylidenehydrazino)-pyrazine C(C1=CC=CC=C1)=NNC1=NC=CN=C1